[Ni].[Zn].[Cu].[Ag] silver-copper-zinc-nickel